N1CC(C1)N(C=1C=CC(=C(C(=O)N[C@H](C)C=2C3=C(SC2)C=CC=C3)C1)C)C (R)-5-(azetidin-3-yl(methyl)amino)-N-(1-(benzo[b]thiophen-3-yl)ethyl)-2-methylbenzamide